NCC1C(NCC1)=O 3-(aminomethyl)pyrrolidin-2-one